racemic-tert-butyl (4S*,5S*)-4-hydroxy-5-(4-(methoxycarbonyl)phenyl)azepane-1-carboxylate O[C@H]1CCN(CC[C@H]1C1=CC=C(C=C1)C(=O)OC)C(=O)OC(C)(C)C |r|